3-[5-[4-[4-[(2,6-difluorophenyl)methyl]-5-oxo-1,2,4-triazol-1-yl]phenoxy]-4-methyl-thiazol-2-yl]pyrrolidine-1-carboxylic acid tert-butyl ester C(C)(C)(C)OC(=O)N1CC(CC1)C=1SC(=C(N1)C)OC1=CC=C(C=C1)N1N=CN(C1=O)CC1=C(C=CC=C1F)F